N-(5-acetyl-6-(4,4-difluoropiperidin-1-yl)pyridin-2-yl)-4-(2-hydroxyethylsulfonylamino)-2-(6-azaspiro[2.5]oct-6-yl)benzamide C(C)(=O)C=1C=CC(=NC1N1CCC(CC1)(F)F)NC(C1=C(C=C(C=C1)NS(=O)(=O)CCO)N1CCC2(CC2)CC1)=O